((((cis)-4-hydroxy-4-methylcyclohexyl)thio)methyl)quinazolin-4(3H)-one OC1(CCC(CC1)SCC1=NC2=CC=CC=C2C(N1)=O)C